C(#N)/C(/C(=O)NCCC(C)C)=C\C=1SC=C(C1)C1=CC=CC2=CC=CC=C12 (E)-2-cyano-N-isopentyl-3-(4-(naphthalen-1-yl)thiophen-2-yl)acrylamide